7-(2-((4-((1R,5S)-3,8-diazabicyclo[3.2.1]octan-3-yl)-2-ethylphenyl)amino)-5-(trifluoromethyl)pyrimidin-4-yl)-4-cyclopropyl-3,4-dihydrothieno[2,3-f][1,4]thiazepin-5(2H)-one 1,1-dioxide [C@H]12CN(C[C@H](CC1)N2)C2=CC(=C(C=C2)NC2=NC=C(C(=N2)C2=CC1=C(C(N(CCS1(=O)=O)C1CC1)=O)S2)C(F)(F)F)CC